Fmoc-3-Iodo-Tyrosin C(=O)(OCC1C2=CC=CC=C2C2=CC=CC=C12)N[C@@H](CC1=CC(=C(C=C1)O)I)C(=O)O